N1=CN=CC(=C1)C1=C(C(=CC=2CCCCC12)OCC)C#N pyrimidin-5-yl-3-ethoxy-5,6,7,8-tetrahydronaphthalene-2-carbonitrile